3-((S)-2-hydroxy-3-((R)-8-(3-methyl-1H-pyrrolo[2,3-b]pyridin-5-ylsulfonyl)-1-oxa-8-azaspiro[4.5]dec-3-ylamino)propoxy)-N-methylbenzenesulfonamide O[C@H](COC=1C=C(C=CC1)S(=O)(=O)NC)CN[C@H]1COC2(C1)CCN(CC2)S(=O)(=O)C=2C=C1C(=NC2)NC=C1C